methyl (3S)-3-(2-(4-((5-fluoro-1,4,5,6-tetrahydropyrimidin-2-yl)amino)-1H-indazole-6-carboxamido)acetamido)-3-(2-fluoro-5-(trifluoromethyl)phenyl)propanoate trifluoroacetate FC(C(=O)O)(F)F.FC1CN=C(NC1)NC1=C2C=NNC2=CC(=C1)C(=O)NCC(=O)N[C@@H](CC(=O)OC)C1=C(C=CC(=C1)C(F)(F)F)F